C1(=CC=CC=C1)P(O)(O)C1=CC=CC=C1.C(C1=CC=CC=C1)(=O)O.CC(C(CC)O)C(CCC)O 4-methyl-3,5-octanediol benzoate Diphenylphosphonite